oxodicopper (II) O([Cu+])[Cu+]